FC1=CC=C(C=C1)NC1=CC=2C3(C4=CC=CC=C4C2C=C1)C1=CC=CC=C1C=1C=CC=CC13 N-(4-fluorophenyl)-9,9'-spirobifluorene-2-amine